O=C1NC(CCC1N1C(N2C(=CC=3C=C(C=CC23)CNC(CCCCCNC(OC(C)(C)C)=O)=C=O)C1)=O)=O Tert-butyl (6-(((2-(2,6-dioxopiperidin-3-yl)-3-oxo-2,3-dihydro-1H-imidazo[1,5-a]indol-7-yl)methyl)amino)-6-carbonylhexyl)carbamate